ClC=1C(=NC=CC1C1=C(C(=CC=C1)NC1=C(C(=CC=C1)CNCCO)F)Cl)C1=CC(=C(CN(C(OC(C)(C)C)=O)C[C@H]2NC(CC2)=O)C=C1)OC tert-butyl (S)-(4-(3-chloro-4-(2-chloro-3-((2-fluoro-3-(((2-hydroxyethyl)amino)methyl)phenyl)amino)phenyl)pyridin-2-yl)-2-methoxybenzyl)((5-oxopyrrolidin-2-yl)methyl)carbamate